(Z)-Benzyl 2-chloro-5-(5-((1-(3-(ethoxycarbonyl)phenyl)-3-methyl-5-oxo-1H-pyrazol-4(5H)-ylidene)methyl)furan-2-yl)benzoate ClC1=C(C(=O)OCC2=CC=CC=C2)C=C(C=C1)C=1OC(=CC1)\C=C/1\C(=NN(C1=O)C1=CC(=CC=C1)C(=O)OCC)C